COC=1C=CC(=NC1OC)C12CCNC2CCCC1 3a-(5,6-dimethoxy-2-pyridyl)-1,2,3,4,5,6,7,7a-octahydroindole